21-(2-((2-(((9H-fluoren-9-yl)methoxy)carbonyl)-1,2-dimethylhydrazinyl)methyl)-1H-indol-1-yl)-2,3-dimethyl-4,19-dioxo-14-thioxo-7,10-dioxa-3,13,15,18-tetraazahenicosan-1-oate C1=CC=CC=2C3=CC=CC=C3C(C12)COC(=O)N(N(C)CC=1N(C2=CC=CC=C2C1)CCC(NCCNC(NCCOCCOCCC(N(C(C(=O)[O-])C)C)=O)=S)=O)C